C12CNCCC2(C1)C1=CC=CC=2O[C@@H](COC21)C2=CC=C(C#N)C=C2 4-((2R)-5-(3-azabicyclo[4.1.0]heptan-6-yl)-2,3-dihydrobenzo[b][1,4]dioxin-2-yl)benzonitrile